N-(2-((2-(dimethylamino)ethyl)(methyl)amino)-4-methoxy-5-((4-(1-methylpyrrolo[1,2-a]-pyrazin-6-yl)pyrimidin-2-yl)amino)phenyl)acrylamide CN(CCN(C1=C(C=C(C(=C1)OC)NC1=NC=CC(=N1)C1=CC=C2N1C=CN=C2C)NC(C=C)=O)C)C